BrC1=CC=C(C=C1)N1N(CN(C1)C1=CC=CC=C1)C1=CC=C(C=C1)Br 1,2-bis(4-bromophenyl)-4-phenyl-1,2,4-triazolidine